C[Si](SC1=CC=CC=C1)(C)C [(trimethylsilyl)thio]benzene